CC1=NNC=C1C=1N=C(C2=C(N1)C=NC=C2)N2CCC1(CCN(C1)CCCO)CC2 3-(8-(2-(3-methyl-1H-pyrazol-4-yl)pyrido[3,4-d]pyrimidin-4-yl)-2,8-diazaspiro[4.5]decan-2-yl)propan-1-ol